Methyl 6-bromo-4-methyl-2,3-dihydrobenzofuran-2-carboxylate BrC1=CC2=C(CC(O2)C(=O)OC)C(=C1)C